3-chloro-5-[2-(3-{[4-(2-methanesulfonylethanesulfonyl)phenoxy]methyl}-4-methylpyrrolidin-1-yl)ethyl]benzonitrile ClC=1C=C(C#N)C=C(C1)CCN1CC(C(C1)C)COC1=CC=C(C=C1)S(=O)(=O)CCS(=O)(=O)C